O1C(OCC1)C=1C=CC(=NC1)N1N=CC=C1C 5-(1,3-dioxolane-2-yl)-2-(5-methyl-1H-pyrazol-1-yl)pyridine